5-Methyl-hexanoic acid (2,4-dimethyl-6-morpholin-4-yl-pyridin-3-yl)-amide CC1=NC(=CC(=C1NC(CCCC(C)C)=O)C)N1CCOCC1